2-{3-[(3r,5s)-3,5-dimethylpiperazin-1-yl]-1,2,4-triazin-6-yl}-5-(imidazo[1,2-b]pyridazin-6-yl)phenol bistrifluoroacetate FC(C(=O)O)(F)F.FC(C(=O)O)(F)F.C[C@@H]1CN(C[C@@H](N1)C)C=1N=NC(=CN1)C1=C(C=C(C=C1)C=1C=CC=2N(N1)C=CN2)O